CN1N=CC(=C1)C 1,4-dimethyl-1H-pyrazole